BrC1=CC=CC(=N1)NC(=O)C1NC2CC2(C1)CN(C)C N-(6-bromopyridin-2-yl)-5-((dimethylamino)methyl)-2-azabicyclo[3.1.0]hexane-3-carboxamide